1-methyl-3-octylimidazolium dicyanate [O-]C#N.[O-]C#N.CN1C=[N+](C=C1)CCCCCCCC.CN1C=[N+](C=C1)CCCCCCCC